diethylenetriamine triacrylate C(C=C)(=O)O.C(C=C)(=O)O.C(C=C)(=O)O.NCCNCCN